P(O)(N)OCCOCCO diethyleneglycol phosphoramidite